4,4'-bipyrazole C1=C(C=NN1)C2=CNN=C2